(S)-(5-methylisochroman-1-yl)methanamine CC1=C2CCO[C@@H](C2=CC=C1)CN